4-phenyl-2-(quinolin-2-yl)-6-fluoroquinazoline C1(=CC=CC=C1)C1=NC(=NC2=CC=C(C=C12)F)C1=NC2=CC=CC=C2C=C1